N-n-undecanoyl-glutamine C(CCCCCCCCCC)(=O)N[C@@H](CCC(N)=O)C(=O)O